2,2-difluoro(benzo[d][1,3]dioxol) FC1(OC2=C(O1)C=CC=C2)F